(R)-8-(2-fluoro-4-(trifluoromethyl)phenyl)-2,3-dimethyl-6-(6-(1-methyl-1H-pyrazol-4-yl)-5-oxa-8-azaspiro[3.5]nonan-8-yl)pyrido[3,4-d]pyrimidin-4(3H)-one FC1=C(C=CC(=C1)C(F)(F)F)C1=NC(=CC2=C1N=C(N(C2=O)C)C)N2C[C@H](OC1(CCC1)C2)C=2C=NN(C2)C